CC1=CC=C(C=C1)S(=O)(=O)[O-].[C@@H]1([C@H](O)[C@H](O)[C@@H](C[S+](CC[C@H](N)C(=O)O)C)O1)N1C=NC=2C(N)=NC=NC12 S-(5'-adenosyl)-L-methionine p-toluenesulfonate salt